(E)-N-[4-(3-chloro-2-fluoro-anilino)-7-[2-[(1S,5R)-3-methyl-3-azabicyclo[3.1.0]hexan-1-yl]ethynyl]quinazolin-6-yl]-4-morpholino-but-2-enamide ClC=1C(=C(NC2=NC=NC3=CC(=C(C=C23)NC(\C=C\CN2CCOCC2)=O)C#C[C@]23CN(C[C@@H]3C2)C)C=CC1)F